FC1=CC=C(C=C1)C1=C[C@@H]2[C@H]([C@@H]2C1)C#N |r| rac-(1R,5R,6S)-3-(4-fluorophenyl)bicyclo[3.1.0]Hex-2-ene-6-carbonitrile